ClC1=C(C=CC=C1)C=1NC(C=C(C1)C1=CC(=NC=C1)NC(OC)=O)=O methyl N-[4-[2-(2-chlorophenyl)-6-oxo-1H-pyridin-4-yl]-2-pyridyl]carbamate